FC(C1=CC=C(C=C1)C1=CCC2(CN(C2)C(=O)OC(C)(C)C)CC1)(F)F tert-butyl 7-[4-(trifluoromethyl)phenyl]-2-azaspiro[3.5]non-6-ene-2-carboxylate